C1OC2=CC=C(C=C2O1)C(C(=O)O)O 4-methylenedioxyphenylglycolic acid